6-[5-[[2-(6-amino-4-fluoro-1-methyl-5,7-dihydrocyclopenta[c]pyridin-6-yl)ethylamino]methyl]-2-oxo-1,3-oxazolidin-3-yl]-4H-pyrido[3,2-b][1,4]oxazin-3-one NC1(CC2=C(C(=NC=C2F)C)C1)CCNCC1CN(C(O1)=O)C=1C=CC=2OCC(NC2N1)=O